4-((6-aminohexyl)amino)-2-(2,6-dioxopiperidin-3-yl)isoindoline-1,3-dione hydrochloride Cl.NCCCCCCNC1=C2C(N(C(C2=CC=C1)=O)C1C(NC(CC1)=O)=O)=O